methyl 3-((4-(4-(cyclopropanecarbonyl)-3-hydroxy-2-methylphenoxy)but-2-yn-1-yl)oxy)-4-methoxybenzoate C1(CC1)C(=O)C1=C(C(=C(OCC#CCOC=2C=C(C(=O)OC)C=CC2OC)C=C1)C)O